NC1=C(C=C(C=C1)Cl)C(=O)C1=CC=CC=C1 (2-amino-5-chlorophenyl)-phenyl ketone